2-bromoprop-2-en-1-ol BrC(CO)=C